(3,7-dimethyloct-6-en-1-ol) Citronellyl-Acetate (3,7-dimethyloct-6-en-1-yl-acetate) CC(CCCC(=O)O)CCC=C(C)C.C(CC(C)CCC=C(C)C)CC(=O)O.CC(CCO)CCC=C(C)C